7-chloroimidazo[1,5-a]pyridine-1-carboxylic acid chloride ClC1=CC=2N(C=C1)C=NC2C(=O)Cl